4-(1,1-dimethylethyl)cyclohexane CC(C)(C)C1CCCCC1